6-((benzo[d]oxazol-2-ylmethyl)thio)-1-(tetrahydro-2H-pyran-4-yl)-1,5-dihydro-4H-pyrazolo[3,4-d]pyrimidin-4-one O1C(=NC2=C1C=CC=C2)CSC=2NC(C1=C(N2)N(N=C1)C1CCOCC1)=O